N[C@]1(CN(CC1)C1=C(C(=C(C=C1)Cl)CN(C)C)CN1C2=NC=NC(=C2N=C1)N)C(=O)NC1CC1 (R)-3-amino-1-(2-((6-amino-9H-purin-9-yl)methyl)-4-chloro-3-((dimethylamino)methyl)phenyl)-N-cyclopropylpyrrolidine-3-carboxamide